(2-hydroxy-2-methylpropyl) acrylate C(C=C)(=O)OCC(C)(C)O